(5-(5-methoxybenzo[d]oxazol-2-yl)-8-((methyl-d3)amino)-2,7-naphthyridin-3-yl)-2-methylcyclopropane-1-carboxamide COC=1C=CC2=C(N=C(O2)C2=C3C=C(N=CC3=C(N=C2)NC([2H])([2H])[2H])C2(C(C2)C)C(=O)N)C1